5-[(3S)-5-fluoro-7-hydroxy-3-{[2-(oxolan-3-yl)ethyl]amino}-3,4-dihydro-2H-1-benzothiopyran-6-yl]-1,2,5-thiadiazolidine-1,1,3-trione FC1=C(C(=CC2=C1C[C@@H](CS2)NCCC2COCC2)O)N2CC(NS2(=O)=O)=O